C(C)(C)(C)OC(N(CCC(CCO[Si](C)(C)C(C)(C)C)(C)C)C(=O)OC(C)(C)C)=O tert-butyl-(tert-butoxycarbonyl)(5-((tert-butyldimethylsilyl)oxy)-3,3-dimethylpentyl)carbamate